BrC1=CC=C(C=C1)[C@@H](CCO)NC(=O)C=1SC2=NC=3CC[C@@H](CC3C=C2N1)C(C)(C)C (S)-N-((R)-1-(4-bromophenyl)-3-hydroxypropyl)-7-(tert-butyl)-5,6,7,8-tetrahydrothiazolo[5,4-b]quinoline-2-carboxamide